P(O)(O)=O.CC1=C(C(=O)C2=C(C=CC=C2)[Li])C(=CC(=C1)C)C 2,4,6-trimethylbenzoylphenyl-lithium phosphonate